COC1=CC=C(CN2C3=C(OCC2=O)C=CC(=N3)N3CC(CC3=O)CC(=O)OCC)C=C1 Ethyl 2-(1-(4-(4-methoxybenzyl)-3-oxo-3,4-dihydro-2H-pyrido[3,2-b][1,4]oxazin-6-yl)-5-oxopyrrolidin-3-yl)acetate